O1C(CCC1)C1=C(C=CC=C1N)N (tetrahydrofuran-2-yl)benzene-1,3-diamine